2,6-diisopropyl-4-methyl-bromobenzene C(C)(C)C1=C(C(=CC(=C1)C)C(C)C)Br